NCC=1C=CC(=NC1)NCC1CC=2N(CC1)C=CN2 5-(aminomethyl)-N-(5,6,7,8-tetrahydroimidazo[1,2-a]pyridin-7-ylmethyl)pyridin-2-amine